ClC=1C=C2C=C(NC2=CC1)C=1OC(C(C1C#N)=O)(C)C1=CC(=CC(=C1)C)C 2-(5-Chloro-1H-indole-2-yl)-5-(3,5-dimethylphenyl)-5-methyl-4-oxo-4,5-dihydrofuran-3-nitrile